NC=1C(C2=CN=C(N=C2N2C=3C=CC=CC3SC12)N1CC2(CC1)CCN(CC2)C(=O)OC(C)(C)C)=O tert-butyl 2-(9-amino-8-oxo-11-thia-1,3,5-triazatetracyclo-[8.7.0.02,7.012,17]heptadeca-2,4,6,9,12(17),13,15-heptaen-4-yl)-2,8-diazaspiro-[4.5]decane-8-carboxylate